(4-(2-bromo-4-nitrophenyl)piperazin-1-yl)carboxylic acid tert-butyl ester C(C)(C)(C)OC(=O)N1CCN(CC1)C1=C(C=C(C=C1)[N+](=O)[O-])Br